CC1=C(C=CC=C1C)Br 2,3-dimethyl-bromobenzene